CC1=C(N=C2N(C1=O)C=C(C=C2[C@@H](C)NC2=C(C(=O)O)C=CC=C2)C)N2CC(C2)C(F)(F)F (R)-2-((1-(3,7-dimethyl-4-oxo-2-(3-(trifluoromethyl)azetidin-1-yl)-4H-pyrido[1,2-a]pyrimidin-9-yl)ethyl)amino)benzoic acid